CN1C=2C(NC(=NC2NC[C@H]1CNC1=CC=C(C(N[C@@H](CCC(=O)[O-])C(=O)O)=O)C=C1)N)=O 5-methyl-(6R,S)-tetrahydrofolate